C(C)NCCC1=NC=C(C=C1[C@H]1N(CCC1)C1=NC=2N(C=C1)N=CC2C(=O)OCC)F ethyl (S)-5-(2-(2-(2-(ethylamino)ethyl)-5-fluoropyridin-3-yl)pyrrolidin-1-yl)pyrazolo[1,5-a]pyrimidine-3-carboxylate